3-(1-(4-fluorophenyl)ethyl)-6-methyl-N-(2-(pyrrolidin-1-yl)ethyl)pyrazin-2-amine trifluoroacetate FC(C(=O)O)(F)F.FC1=CC=C(C=C1)C(C)C=1C(=NC(=CN1)C)NCCN1CCCC1